1,3-bis(tert-butyldimethylsilyl)indene [Si](C)(C)(C(C)(C)C)C1C=C(C2=CC=CC=C12)[Si](C)(C)C(C)(C)C